ClC=1C=NN(C1C(NC1=NC=C(C=C1C)C#CC1=CC=CC=C1)=O)C1CCN(CC1)C(=O)NCC 4-(4-chloro-5-((3-methyl-5-(phenylethynyl)pyridin-2-yl)carbamoyl)-1H-pyrazol-1-yl)-N-ethylpiperidine-1-carboxamide